C(C)(C)(C)OC(=O)N(CCN(C)CC=1C(=NN(C1)[C@@H]1OCCCC1)C1=CCN(CC1)C(=O)OCC1=CC=CC=C1)C |r| (R/S)-benzyl 4-(4-(((2-(tert-butoxycarbonyl (methyl) amino) ethyl) (methyl) amino) methyl)-1-(tetrahydro-2H-pyran-2-yl)-1H-pyrazol-3-yl)-5,6-dihydropyridine-1(2H)-carboxylate